P(=O)(O)(O)OC1=CC=C(C[C@H](N)C(=O)O)C=C1 Phosphonotyrosin